Cl.N1(C=NC=C1)CCCNC=1N=C(C(=NC1C1=CC=CC=C1)C(=O)NC(N)=N)N 5-((3-(1H-imidazol-1-yl)propyl)amino)-3-amino-N-carbamimidoyl-6-phenylpyrazine-2-carboxamide hydrochloride